COCCOCCOC(=O)C=1C=CC=2C(C3=CC=CC=C3SC2C1C(=O)OCCOCCOC)=O 3,4-di-[2-(2-methoxyethoxy)ethoxycarbonyl]-thioxanthone